CC=1C=C(C=CC1C)C=1NC(C2=C(C=CC=C2C1)N[C@@H](C)\C=C\S(=O)(=O)C)=O (S,E)-3-(3,4-dimethylphenyl)-8-((4-(methylsulfonyl)but-3-en-2-yl)amino)isoquinolin-1(2H)-one